2,5-di-t-butyl-p-dihydroxybenzene C(C)(C)(C)C1=C(C=C(C(=C1)O)C(C)(C)C)O